L-alanine-4-methylbenzylamide CC1=CC=C(CNC([C@@H](N)C)=O)C=C1